1-(4-chlorophenoxy)-N-(3-(5-(5-oxo-4,5-dihydro-1,2,4-oxadiazol-3-yl)thiophen-3-yl)phenyl)cyclohexane-1-carboxamide ClC1=CC=C(OC2(CCCCC2)C(=O)NC2=CC(=CC=C2)C2=CSC(=C2)C2=NOC(N2)=O)C=C1